N-[2-(1-acetylpiperidin-4-yl)ethyl]-6-{8-[(2-cyano-2-methylideneethyl)amino]-7-methoxynaphthalen-2-yl}pyridine-2-carboxamide C(C)(=O)N1CCC(CC1)CCNC(=O)C1=NC(=CC=C1)C1=CC2=C(C(=CC=C2C=C1)OC)NCC(=C)C#N